7-fluorobenzofuran-3-carboxamide FC1=CC=CC=2C(=COC21)C(=O)N